ClC=1C=C(C=CC1Cl)C1=CC=C2C=CN(C(C2=C1)=O)CC(N1CCCC1)=O 7-(3,4-dichlorophenyl)-2-(2-oxo-2-(pyrrolidin-1-yl)ethyl)isoquinolin-1(2H)-one